(S)-1-(2-methylpiperidin-1-yl)-2-(pyridin-3-yl)ethan-1-one benzyl-(2S,4S)-1-(2-chloroethyl)-4-fluoropyrrolidine-2-carboxylate C(C1=CC=CC=C1)OC(=O)[C@H]1N(C[C@H](C1)F)CCCl.C[C@@H]1N(CCCC1)C(CC=1C=NC=CC1)=O